methyl (E)-3-(3-fluorophenyl)-2-[(2-methylpropan-2-yl)oxycarbonylamino]-3-(1-nitronaphthalen-2-yl)prop-2-enoate FC=1C=C(C=CC1)\C(=C(\C(=O)OC)/NC(=O)OC(C)(C)C)\C1=C(C2=CC=CC=C2C=C1)[N+](=O)[O-]